(4-chloro-2-fluorophenyl)piperidine hydrochloride salt Cl.ClC1=CC(=C(C=C1)N1CCCCC1)F